N1N=C(N=C1)N 1H-1,2,4-triazol-3-amine